2-(6-isopropenyl-3-methylenecyclohex-1-yl)-5-pentyl-1,3-benzenediol C(=C)(C)C1CCC(CC1C1=C(C=C(C=C1O)CCCCC)O)=C